CC1=C(C=NC=C1C#N)N1CC(CC1)CN1C[C@H](NCC1)C=1C(=C2COC(C2=CC1)=O)C 4-methyl-5-(3-(((R)-3-(4-methyl-1-oxo-1,3-dihydroisobenzofuran-5-yl)piperazin-1-yl)methyl)pyrrolidin-1-yl)nicotinonitrile